P(=O)(OCCCCCCOC(C(=C)C)=O)([O-])[O-] 6-Methacryloyloxy-hexyl phosphate